N-(2-Ethoxyphenyl)sulfonyl-4-fluoro-6-(2-methylazetidin-1-yl)benzofuran-2-carboxamide C(C)OC1=C(C=CC=C1)S(=O)(=O)NC(=O)C=1OC2=C(C1)C(=CC(=C2)N2C(CC2)C)F